COC1=NC=C(C(=C1)C1N(CCCCC1)C=O)OC 2-(2,5-dimethoxy-4-pyridinyl)azepane-1-carbaldehyde